2-allyl-1-(8-hydroxy-5,6,7,8-tetrahydroquinolin-2-yl)-1,2-dihydro-3H-pyrazolo[3,4-d]Pyrimidine-3-one C(C=C)N1N(C2=NC=NC=C2C1=O)C1=NC=2C(CCCC2C=C1)O